FC(C1=CC=C(C=C1)NC1=NC=CC(=N1)C1=C(C=CC=C1)CO)(F)F (2-(2-((4-(trifluoromethyl)phenyl)amino)pyrimidin-4-yl)phenyl)methanol